ClC1=CC(=C(C(=N1)N)N)N1[C@H](CN([C@@H](C1)C)C([C@H]1C(C1)(F)F)C1=CC=C(C=C1)Cl)C 6-Chloro-4-((2S,5R)-4-((4-chlorophenyl)((S)-2,2-difluorocyclopropyl)methyl)-2,5-dimethylpiperazin-1-yl)pyridine-2,3-diamine